FC1=CC=C(CCC2CN(CC3=C(N2)C=CC=C3C(F)(F)F)S(=O)(=O)C(F)(F)F)C=C1 2-(4-Fluorophenethyl)-6-(trifluoromethyl)-4-((trifluoromethyl)sulfonyl)-2,3,4,5-tetrahydro-1H-benzo[e][1,4]diazepine